C(#N)C12CC(C1)(C2)C(=O)NC2=CNC1=CC=C(C=C21)OCCC2=CC=C(C=C2)C(F)(F)F 3-cyano-N-(5-(4-(trifluoromethyl)phenethoxy)-1H-indol-3-yl)bicyclo[1.1.1]pentane-1-carboxamide